S=C1SSC(=N1)C(N)=N (3-thioxo-3H-1,2,4-dithiazol-5-yl)methanimidamide